4-chloro-7-isopropyl-6-methyl-7H-pyrrolo[2,3-d]pyrimidine-5-carbaldehyde ClC=1C2=C(N=CN1)N(C(=C2C=O)C)C(C)C